C(CCCCCCCCC(=O)O)CCCCCCCC(=O)O 18-octadecanedioic acid